(1S,3R)-3-{3-[(pyridin-2-ylacetyl)amino]-1H-pyrazol-5-yl}cyclopentylpropan-2-ylcarbamate N1=C(C=CC=C1)CC(=O)NC1=NNC(=C1)[C@H]1C[C@H](CC1)CC(C)NC([O-])=O